4-(2-oxo-7-azaspiro[3.5]non-7-yl)benzoic acid methyl ester COC(C1=CC=C(C=C1)N1CCC2(CC(C2)=O)CC1)=O